C1(CCC1)N1N=CC(=C1)C1=CC(=NC2=C(N=CC=C12)C1=CC=NN1)N1[C@@H](COCC1)C 4-(1-cyclobutyl-1H-pyrazol-4-yl)-2-[(3R)-3-methylmorpholin-4-yl]-8-(1H-pyrazol-5-yl)-1,7-naphthyridine